2,2'-thiodiethylene bis[3-(3,5-di-tert-butyl-4-hydroxy phenyl) propionate] C(C)(C)(C)C=1C=C(C=C(C1O)C(C)(C)C)CCC(=O)O.C(C)(C)(C)C=1C=C(C=C(C1O)C(C)(C)C)CCC(=O)O.S(C=C)C=C